C(C)C(C(=O)OOOC(CC(C)O)(C)C)CCCC 3-hydroxy-1,1-dimethylbutylperoxy 2-ethylhexanoate